C(#N)C[C@H](C)NC(OC(C)(C)C)=O tert-Butyl (S)-(1-cyanopropan-2-yl)carbamate